C(C1=CC=CC=C1)OC(=O)C1(CNCC1)C 3-methylpyrrolidine-3-carboxylic acid benzyl ester